NC/C(/COC=1C=C2CCN(CC2=CC1)C1CC1)=C/F (Z)-6-((2-(aminomethyl)-3-fluoroallyl)oxy)-2-cyclopropyl-3,4-dihydroisoquinolin